FC=1C=C2C(=NC(=NC2=CC1)C=O)OC 6-fluoro-4-methoxyquinazoline-2-carbaldehyde